(S)-2-chloro-N-(3-fluoro-5-methyl-4-((3-(2-(piperidin-3-ylamino)pyrimidin-4-yl)pyridin-2-yl)oxy)phenyl)benzenesulfonamide ClC1=C(C=CC=C1)S(=O)(=O)NC1=CC(=C(C(=C1)C)OC1=NC=CC=C1C1=NC(=NC=C1)N[C@@H]1CNCCC1)F